6-benzyl-2-(4-(6-(4-bromothiophen-2-yl)pyrazin-2-yl)-2-methoxyphenyl)-5,6,7,8-tetrahydropyrido[4,3-d]pyrimidine C(C1=CC=CC=C1)N1CC2=C(N=C(N=C2)C2=C(C=C(C=C2)C2=NC(=CN=C2)C=2SC=C(C2)Br)OC)CC1